NC=1C=C(C=CC1Cl)C1CCN(CC1)C(=O)OC(C)(C)C tert-butyl 4-(3-amino-4-chlorophenyl)piperidine-1-carboxylate